C(C1=CC=CC=C1)OC1=CC=C2C(CCOC2=C1F)NC(C=C)=O N-{7-(benzyloxy)-8-fluoro-chroman-4-yl}acrylamide